methylamine acetate C(C)(=O)O.CN